methyl[N-phenylaminomethyl]silan C[SiH2]CNC1=CC=CC=C1